N-(5-(5-((R)-1-(3,5-Dichloropyridin-4-yl)ethoxy)-1-(tetrahydro-2H-pyran-2-yl)-1H-indazol-3-yl)-2-methoxypyridin-3-yl)morpholine-4-carboxamide ClC=1C=NC=C(C1[C@@H](C)OC=1C=C2C(=NN(C2=CC1)C1OCCCC1)C=1C=C(C(=NC1)OC)NC(=O)N1CCOCC1)Cl